(S)-4-methylenepyrrolidine-1,2-dicarboxylic acid 1-(tert-butyl) 2-methyl ester COC(=O)[C@H]1N(CC(C1)=C)C(=O)OC(C)(C)C